2-((1r,6r)-6-aminocyclohex-3-en-1-yl)-3-bromo-5-chloro-N-(furan-2-ylmethyl)thieno[3,2-b]pyridin-7-amine N[C@@H]1CC=CC[C@H]1C1=C(C2=NC(=CC(=C2S1)NCC=1OC=CC1)Cl)Br